(R or S)-5-(2-(3-(2-ethoxy-1,1,1,3,3,3-hexafluoropropan-2-yl)-3-(4-fluorophenethyl)pyrrolidin-1-yl)propan-2-yl)-2-methylpyridine C(C)OC(C(F)(F)F)(C(F)(F)F)[C@]1(CN(CC1)C(C)(C)C=1C=CC(=NC1)C)CCC1=CC=C(C=C1)F |o1:12|